FC1=C(C=CC(=C1)O)C1=NN2C(N=CC=C2)=C1C(=O)N[C@@H]1C(NC2=C(C(=N1)C1=CC=CC=C1)C=CC=C2F)=O 2-(2-Fluoro-4-hydroxyphenyl)-N-[(3S)-9-fluoro-2-oxo-5-phenyl-1,3-dihydro-1,4-benzodiazepin-3-yl]pyrazolo[1,5-a]pyrimidine-3-carboxamide